CN1C(N(C2=C1C=C(C(=C2)C(=O)O)C)C)=O 1,3,6-trimethyl-2-oxo-2,3-dihydro-1H-benzo[d]imidazole-5-carboxylic acid